N-((1s,3s)-3-((5-(imidazo[1,2-a]pyrimidin-6-yl)-4-methoxy-7H-pyrrolo[2,3-d]pyrimidin-2-yl)amino)-1-methylcyclobutyl)acetamide N=1C=CN2C1N=CC(=C2)C2=CNC=1N=C(N=C(C12)OC)NC1CC(C1)(C)NC(C)=O